ClC=1C=CC(=C(C1)C=1C=C(C=2OCCNC2N1)NC1=C(C=NC=C1)C(=O)NCCN1CCN(CC1)C)F 4-{[6-(5-chloro-2-fluorophenyl)-2H,3H,4H-pyrido[3,2-b][1,4]oxazin-8-yl]amino}-N-[2-(4-methylpiperazin-1-yl)ethyl]pyridine-3-carboxamide